BrC=1C=C2C(=C(C(NC2=CC1)=O)C(\C=C\C1=CC=C(C=C1)OC)=O)C (E)-6-bromo-3-(3-(4-methoxyphenyl)acryloyl)-4-methylquinolin-2(1H)-one